2-[3-(3-chlorophenyl)ureido]-4-methoxy-N-(3-hydroxy-propyl)benzamide ClC=1C=C(C=CC1)NC(NC1=C(C(=O)NCCCO)C=CC(=C1)OC)=O